Dichloroacetophenone ClC(C(=O)C1=CC=CC=C1)Cl